C(C)(C)(C)OC([C@H](C(C)C)N(C(=O)[C@@H]1N(CCC1)C(=O)OCC1=CC=CC=C1)C)=O benzyl (R)-2-(((S)-1-(tert-butoxy)-3-methyl-1-oxobutan-2-yl)(methyl)carbamoyl)pyrrolidine-1-carboxylate